FC(C(=O)N=S(=O)(C1=CC=C(C=C1)N1CCN(CC1)C(C)C=1C=CC2=C(N=C(S2)C)C1)C)(F)F 2,2,2-trifluoro-N-(methyl(4-(4-(1-(2-methylbenzo[d]thiazol-5-yl)ethyl)piperazin-1-yl)phenyl)(oxo)-λ6-sulfanylidene)acetamide